CC=1N=C2N(C=CC(=C2)B(O)O)C1 (2-methylimidazo[1,2-a]pyridin-7-yl)boronic acid